FC1=C(N=C(C2=C1N=C(N=C2)S(=O)C)N2[C@H](CC2)CN2N=CC=C2)C2=CC(=CC1=CC=C(C(=C21)C#C[Si](C(C)C)(C(C)C)C(C)C)F)OCOC (2R)-1-(8-fluoro-7-[7-fluoro-3-(methoxymethoxy)-8-[2-(triisopropyl-silyl)ethynyl]naphthalen-1-yl]-2-methanesulfinylpyrido[4,3-d]pyrimidin-5-ylazetidin-2-yl)methylpyrazole